(2R,6S)-2-methyl-6-(5-methyl-1H-pyrazol-4-yl)-4-(6-(6-(trifluoromethyl)imidazo[1,2-b]pyridazin-3-yl)pyrimidin-4-yl)morpholine C[C@@H]1CN(C[C@@H](O1)C=1C=NNC1C)C1=NC=NC(=C1)C1=CN=C2N1N=C(C=C2)C(F)(F)F